heptacarboxyl-porphyrin C(=O)(O)C=1C=2C(=C(C(=C(C3=C(C(=C(N3C(=O)O)C=C3C=CC(C=C4C=CC1N4)=N3)C(=O)O)C(=O)O)C(=O)O)N2)C(=O)O)C(=O)O